1-Butyl-4-methylimidazolium Acetate C(C)(=O)[O-].C(CCC)N1C=[NH+]C(=C1)C